(R)-4-amino-3-(4-phenoxyphenyl)-1-(pyridin-3-yl)-1H-imidazo[4,5-c]Pyridin-2(3H)-one NC1=NC=CC2=C1N(C(N2C=2C=NC=CC2)=O)C2=CC=C(C=C2)OC2=CC=CC=C2